C(C)(=O)C(C(=O)OC)C\C=C(\CC\C=C(\CCC=C(C)C)/C)/CO[Si](C)(C)C methyl (4Z,8E)-2-acetyl-9,13-dimethyl-5-(((trimethylsilyl)oxy)methyl)tetradeca-4,8,12-trienoate